5-bromo-2-[3-chloro-6-(trifluoromethyl)-1H-pyrrolo[3,2-b]pyridin-2-yl]-3-(ethanesulfonyl)pyridine methyl-2,2-difluoro-2-(fluorosulfonyl)acetate COC(C(S(=O)(=O)F)(F)F)=O.BrC=1C=C(C(=NC1)C1=C(C2=NC=C(C=C2N1)C(F)(F)F)Cl)S(=O)(=O)CC